7-(5-((7-Chloroquinazolin-4-yl)amino)pentyl)-5,7-diazaspiro[3.4]octane-6,8-dione ClC1=CC=C2C(=NC=NC2=C1)NCCCCCN1C(NC2(CCC2)C1=O)=O